C(C1=CC=CC=C1)OC=1C(=CC2=CC=C(C=C2C1)Br)N 3-(benzyloxy)-6-bromonaphthalen-2-amine